C(#N)C1=C(C(=C(C(=C1C#C)C#N)C#C)C#N)C#C 1,3,5-tricyano-2,4,6-tris(ethynyl)benzene